ClC1=NC=CC(=C1F)C=O 2-chloro-3-fluoro-pyridine-4-carbaldehyde